C(=C)S(=O)(=O)C1=CC=C(C=C1)O 4-(vinylsulfonyl)phenol